4-{[4-{[(2R)-2-(hydroxymethyl)pyrrolidin-1-yl]methyl}-6-(trifluoromethyl)pyridin-2-yl]oxy}piperidin OC[C@@H]1N(CCC1)CC1=CC(=NC(=C1)C(F)(F)F)OC1CCNCC1